2-(4-fluorophenyl)-3-(2-chlorophenyl)propenol FC1=CC=C(C=C1)C(=CO)CC1=C(C=CC=C1)Cl